3-fluoro-5-(((2aS,3R)-1,1,2,2,3-pentafluoro-2a,4-dihydroxy-2,2a,3,4-tetrahydro-1H-cyclopenta[cd]inden-5-yl)oxy)benzonitrile FC=1C=C(C#N)C=C(C1)OC1=C2C=3[C@@](C(C(C3C=C1)(F)F)(F)F)([C@@H](C2O)F)O